3-(((4-((5-Cyclopropyl-3-(2,6-dichlorophenyl)isoxazol-4-yl)methoxy)bicyclo[2.2.2]octan-1-yl)methyl)amino)-1-methyl-1H-pyrazol C1(CC1)C1=C(C(=NO1)C1=C(C=CC=C1Cl)Cl)COC12CCC(CC1)(CC2)CNC2=NN(C=C2)C